7-methoxy-1-{[(1s,2s,5r)-6-methyl-4-oxo-3-azabicyclo[3.1.0]hex-2-yl]methoxy}isoquinoline-6-carboxamide COC1=C(C=C2C=CN=C(C2=C1)OC[C@@H]1[C@H]2C([C@H]2C(N1)=O)C)C(=O)N